4-(3,5-dibromophenoxy)benzenesulfonyl chloride BrC=1C=C(OC2=CC=C(C=C2)S(=O)(=O)Cl)C=C(C1)Br